(R)-4-(5-(4-chlorophenyl)-1-(2-(trifluoromethyl)phenyl)-1H-pyrrol-2-yl)benzoic acid ClC1=CC=C(C=C1)C1=CC=C(N1C1=C(C=CC=C1)C(F)(F)F)C1=CC=C(C(=O)O)C=C1